COC(=O)C1(CC1)C=1C=C(C2=C(N=C(O2)C2=NC(=CC(=C2)C2=C(C=C(C=C2)F)C2=NN=CN2C)C2CC2)C1)F 1-(2-{6-cyclopropyl-4-[4-fluoro-2-(4-methyl-1,2,4-triazol-3-yl)phenyl]Pyridin-2-yl}-7-fluoro-1,3-benzooxazol-5-yl)cyclopropane-1-carboxylic acid methyl ester